2-ethyl-2-hexyloctanoic acid C(C)C(C(=O)O)(CCCCCC)CCCCCC